FC=1C=C2CN(CC2=CC1)C(CSC=1SC(=CN1)C)=O 1-(5-fluoro-1,3-dihydro-2H-isoindol-2-yl)-2-[(5-methyl-1,3-thiazol-2-yl)sulfanyl]ethanone